C(C)(C)(C)C1(O[C@H](C(O1)=O)C)C (5S)-2-(tert-butyl)-2,5-dimethyl-1,3-dioxolan-4-one